N-(4-(2-amino-3-(1-methyl-1H-pyrazol-4-yl)pyridin-4-yloxy)-3-fluorophenyl)-3-(4-fluorophenyl)-1-isopropyl-2,4-dioxo-1,2,3,4-tetrahydropyrimidine-5-carboxamide NC1=NC=CC(=C1C=1C=NN(C1)C)OC1=C(C=C(C=C1)NC(=O)C=1C(N(C(N(C1)C(C)C)=O)C1=CC=C(C=C1)F)=O)F